CC=1[C@H](CC(C1C\C=C/CC)=O)OC(=O)[C@H]1C([C@@H]1C=C(C)C)(C)C (1R,3R)-2,2-dimethyl-3-(2-methyl-1-propenyl)cyclopropanecarboxylic acid (1S)-2-methyl-4-oxo-3-(2Z)-2-pentenyl-2-cyclopentene-1-yl ester